diglycidylbisphenol A C(C1CO1)C=1C(=C(O)C=CC1C(C)(C)C1=CC=C(C=C1)O)CC1CO1